di(1-chloroethyl) ether ClC(C)OC(C)Cl